NC1=NC=CC(=N1)OC1=C(C=C(C=C1)N1C(N(CC1=O)C1=CC(=CC=C1)C(F)F)=O)CC 3-{4-[(2-amino-4-pyrimidinyl)oxy]-3-ethylphenyl}-1-[3-(difluoromethyl)phenyl]-2,4-imidazolidinedione